C1(CC1)C1=CC(=NN1)C1=C2C(=NC(=NC2=CC=C1)N1C2CN(C(C1)C2)S(=O)(=O)CCC)N (5-cyclopropyl-1H-pyrazol-3-yl)-2-(5-(propylsulfonyl)-2,5-diazabicyclo[2.2.1]heptan-2-yl)quinazolin-4-amine